4-(((R)-4-(tert-butoxycarbonyl)piperazin-2-yl)methoxy)-6-chloro-2-((S)-3-methylmorpholino)nicotinic acid C(C)(C)(C)OC(=O)N1C[C@@H](NCC1)COC1=CC(=NC(=C1C(=O)O)N1[C@H](COCC1)C)Cl